(E)-2-Octadecenyl acetate C(C)(=O)OC\C=C\CCCCCCCCCCCCCCC